(2S)-1-{2-[(4-butylphenyl)formamido]acetyl}-N-[(4-carbamimidoylthiophen-2-yl)methyl]pyrrolidine-2-carboxamide C(CCC)C1=CC=C(C=C1)C(=O)NCC(=O)N1[C@@H](CCC1)C(=O)NCC=1SC=C(C1)C(N)=N